6-(2-(6-methylpyridin-2-yl)-5,6-dihydrocyclopenta[d]imidazol-1(4H)-yl)imidazo[1,2-a]pyridine-3-carboxamide CC1=CC=CC(=N1)C1=NC2=C(N1C=1C=CC=3N(C1)C(=CN3)C(=O)N)CCC2